C(CCOCCOCCOCCCN)N 4,7,10-Trioxa-1,13-tridecanediamine